N-(1-methyl-3-(4'-(2-(3-oxotetrahydropyrrol-1-yl)ethoxy)-4,5,5',6'-tetrahydro-2H-spiro[furan-3,8'-pyrano[3,4-b]pyridin]-2'-yl)-1H-pyrrolo[2,3-c]pyridin-5-yl)acetamide CN1C=C(C=2C1=CN=C(C2)NC(C)=O)C2=CC(=C1C(=N2)C2(OCC1)COCC2)OCCN2CC(CC2)=O